C(C1=CC=CC=C1)OC1=NC(=CC=C1C1=CC=C(C=C1)N1CC2(C1)CCN(CC2)C(=O)OC(C)(C)C)OCC2=CC=CC=C2 tert-butyl 2-[4-(2,6-dibenzyloxy-3-pyridyl)phenyl]-2,7-diazaspiro[3.5]nonane-7-carboxylate